(5-(((7-(8-chloronaphthalen-1-yl)-8-fluoro-2-((tetrahydro-1H-pyrrolizin-7a(5H)-yl)methoxy)pyrido[4,3-d]pyrimidin-4-yl)amino)methyl)-1H-1,2,4-triazol-3-yl)methanol ClC=1C=CC=C2C=CC=C(C12)C1=C(C=2N=C(N=C(C2C=N1)NCC1=NC(=NN1)CO)OCC12CCCN2CCC1)F